5-azido-8,9-difluoro-5,6-dihydro-4H-pyrrolo[3,2,1-ij]quinoline N(=[N+]=[N-])C1CN2C3=C(C(=C(C=C3C1)F)F)C=C2